3-(1,3-benzodioxolan-5-yl)-2-methylpropionaldehyde O1COC2=C1C=CC(=C2)CC(C=O)C